rac-tert-butyl ((2S,3R,4R)-1-acetyl-6-(3,6-dihydro-2H-pyran-4-yl)-2,3-dimethyl-1,2,3,4-tetrahydroquinolin-4-yl)carbamate C(C)(=O)N1[C@H]([C@@H]([C@H](C2=CC(=CC=C12)C=1CCOCC1)NC(OC(C)(C)C)=O)C)C |r|